methyl 3-(6-(3-(methylsulfonyl) phenyl)-2,6-diazaspiro[3.3]heptan-2-yl)-2-nitrobenzoate CS(=O)(=O)C=1C=C(C=CC1)N1CC2(CN(C2)C=2C(=C(C(=O)OC)C=CC2)[N+](=O)[O-])C1